C(C)(=O)NC=1C=C(C=CC1)C1=CC=C2C(=N1)N(C(=N2)C=2C(=NC=CC2)N)C2=CC=C(CNC(OC(C)(C)C)=O)C=C2 Tert-butyl 4-(5-(3-acetamidophenyl)-2-(2-aminopyridin-3-yl)-3H-imidazo[4,5-b]pyridin-3-yl)benzylcarbamate